C(C)(C)(C)OC(\C=C\C=1C=NC=CC1)=O (E)-3-(3-pyridinyl)prop-2-enoic acid tert-butyl ester